[Si](C)(C)(C(C)(C)C)OC[C@@H](C=C)O (R)-1-((tert-butyldimethylsilyl)oxy)but-3-en-2-ol